1,3-di-tert-butyl-1,1,3,3-tetramethyldisiloxane C(C)(C)(C)[Si](O[Si](C)(C)C(C)(C)C)(C)C